N6-[(2R)-2-amino-2-phenyl-ethyl]-N4-[(3-fluorocyclobutyl)methyl]-1-methyl-pyrazolo[3,4-d]pyrimidine-4,6-diamine N[C@@H](CNC1=NC(=C2C(=N1)N(N=C2)C)NCC2CC(C2)F)C2=CC=CC=C2